(2R)-1-(3-chloro-2-fluoro-4-meth-ylbenzyl)-2-ethyl-4-((3-fluoro-6-((5-methyl-1H-pyrazol-3-yl)-amino)pyridin-2-yl)methyl)piperidine-4-carboxylic acid ClC=1C(=C(CN2[C@@H](CC(CC2)(C(=O)O)CC2=NC(=CC=C2F)NC2=NNC(=C2)C)CC)C=CC1C)F